CN(CCO)CC(F)(F)F 2-(methyl-(2,2,2-trifluoroethyl)amino)ethanol